4,6-dimethyl-m-phenylenediamine CC1=C(C=C(C(=C1)C)N)N